1-chloro-9-(ethoxymethoxy)-9H-pyrido[3,4-b]Indole ClC1=NC=CC2=C1N(C1=CC=CC=C21)OCOCC